tert-butyl (3S)-3-[[(4R)-4-methyl-2-(1-methylpyrazolo[3,4-b]pyridin-4-yl)-3,4-dihydro-1H-isoquinolin-6-yl]oxymethyl]piperazine-1-carboxylate C[C@H]1CN(CC2=CC=C(C=C12)OC[C@@H]1CN(CCN1)C(=O)OC(C)(C)C)C1=C2C(=NC=C1)N(N=C2)C